FC=1C(=C2C=CN=CC2=CC1)CNC1CC(C1)OC1=CC(=C(C=C1)F)C(F)(F)F 6-fluoro-5-((((1r,3r)-3-(4-fluoro-3-(trifluoromethyl)phenoxy)cyclobutyl)amino)methyl)isoquinoline